CC1CNCCN1C1=CC=C(C=C1)[N+](=O)[O-] 3-methyl-4-(4-nitrophenyl)piperazin